HYDROXYPHENYL-PYRROLOPYRIMIDINE OC=1N=C(NC=2C1N=CC2)C2=CC=CC=C2